C(CCC)N[C@H]1C(O)O[C@@H]([C@H]([C@@H]1O)O)CO N-butylglucosamine